N1N=NC2=C1C=CC=C2C(=O)[O-] 1H-1,2,3-benzotriazole-4-carboxylate